SCCCOCC(CO)(COCCCS)COCCCS 3-(3-mercaptopropoxy)-2,2-bis(3-mercaptopropoxymethyl)-propan-1-ol